N-[(6-Amino-2-pyridyl)sulfonyl]-2-[4-(cyclopropylmethoxy)-1-piperidyl]-6-(6-isopropoxy-3-pyridyl)pyridin-3-carboxamid NC1=CC=CC(=N1)S(=O)(=O)NC(=O)C=1C(=NC(=CC1)C=1C=NC(=CC1)OC(C)C)N1CCC(CC1)OCC1CC1